Cl.CC1=C(OC[C@@H](C)N)C(=CC=C1)C |r| (±)-1-(2,6-dimethylphenoxy)-2-propylamine hydrochloride